FC1=CC=C(C=C1)C(C(=O)NC1=NC=CC(=C1)C1=C(C=2C(N(C=C(C2N1)C)C)=O)C1=CC=C(C=C1)F)C 2-(4-fluorophenyl)-N-{4-[3-(4-fluorophenyl)-5,7-dimethyl-4-oxo-4,5-dihydro-1H-pyrrolo[3,2-c]pyridin-2-yl]pyridin-2-yl}propanamide